C(C1=CC=CC=C1)(=O)C1=C(C=CC=C1)CC(C(=O)OCC)C(=O)OCC diethyl [(benzoylphenyl)methyl]propanedioate